C(CCCC)CC(=O)O.O water (n-amyl acetate)